NC=1C=C(C=CC1)C1=CC(=C(C=C1)C=1NC(C2=C(N1)NN=N2)=O)OCC 5-(3'-amino-3-ethoxy-[1,1'-biphenyl]-4-yl)-3,6-dihydro-7H-[1,2,3]triazolo[4,5-d]pyrimidin-7-one